COC=1C=C(C=CC1)S(=O)(=O)N1CCN(CC1)C=1C=CC2=C(C=C(O2)C(=O)O)C1 5-[4-(3-methoxy-benzenesulfonyl)-piperazin-1-yl]-benzofuran-2-carboxylic acid